methyl 4-cyclopropyloxy-6-methylpyridine-3-carboxylate C1(CC1)OC1=C(C=NC(=C1)C)C(=O)OC